4-(iodomethyl)-tetrahydro-2H-pyran ICC1CCOCC1